O=C1CCN(CC1)[C@@H]1CN(CCC1)C(=O)OCC1=CC=CC=C1 Benzyl (3S)-3-(4-oxo-1-piperidyl)piperidine-1-carboxylate